C(C)(C)[C@@H]1CN(CCN1C)C(=O)OC(C)(C)C tert-butyl (R)-3-isopropyl-4-methylpiperazine-1-carboxylate